C(C)(C)(C)OC(=O)N1CC2NC(=NC2C1)C1=NN(C2=CC=C(C=C12)[N+](=O)[O-])C1OCCCC1 2-(5-Nitro-1-(tetrahydro-2H-pyran-2-yl)-1H-indazol-3-yl)-3a,4,6,6a-tetrahydropyrrolo[3,4-d]imidazole-5(1H)-carboxylic acid tert-butyl ester